C(C)(C)(C)OC(=O)N1CC=C(C=C1)OC1CC(C1)OC1=NC=CC(=C1)N1[C@H]2CNCC1CC2 4-((1r,3r)-3-((4-(3,8-diazabicyclo[3.2.1]oct-8-yl)pyridin-2-yl)oxy)cyclobutoxy)pyridine-1-carboxylic acid tert-butyl ester